(1S,3S)-3-((6-(5-((5-cyclopropyl-3-imino-1,2,4-thiadiazol-2(3H)-yl)methyl)-1-methyl-1H-1,2,3-triazol-4-yl)-2-methylpyridin-3-yl)oxy)cyclohexane-1-carboxylic acid C1(CC1)C1=NC(N(S1)CC1=C(N=NN1C)C1=CC=C(C(=N1)C)O[C@@H]1C[C@H](CCC1)C(=O)O)=N